tert-butyl N-[8-(5-tert-butyl-1,3,4-oxadiazol-2-yl)-5,5,7-trifluoro-2-oxo-1-[[4-(trifluoromethoxy)phenyl]methyl]-3,4-dihydro-1-benzazepin-3-yl]carbamate C(C)(C)(C)C1=NN=C(O1)C1=CC2=C(C(CC(C(N2CC2=CC=C(C=C2)OC(F)(F)F)=O)NC(OC(C)(C)C)=O)(F)F)C=C1F